ClC=1C(N(C(=CC1OCC1=NC=C(C=C1F)F)C)C1=CC(=NC=C1C)C1=CC=C2C(=N1)C(NC2=O)(C)C)=C=O 2-(3-chloro-4-((3,5-difluoropyridin-2-yl)methoxy)-5',6-dimethyl-2-carbonyl-2H-[1,4'-bipyridin]-2'-yl)-7,7-dimethyl-6,7-dihydro-5H-pyrrolo[3,4-b]pyridin-5-one